(ethyl 5-((4-amino-6-(2-hydroxyethoxy)-1H-pyrazolo[3,4-d]pyrimidin-1-yl)methyl)-2-fluorobenzyl)(methyl)phosphinate C(C)C(C1=C(C=CC(=C1)CN1N=CC=2C1=NC(=NC2N)OCCO)F)P([O-])(=O)C